ClC1=C(CCl)C(=CC(=C1)Cl)Cl 2,4,6-trichloro-benzyl chloride